tert-Butyl 3-ethynyl-1H-indole-1-carboxylate C(#C)C1=CN(C2=CC=CC=C12)C(=O)OC(C)(C)C